N1=CC=C(C=C1)C#CCN1C(C=C(C=C1)C1=NOC(=N1)C(F)(F)F)=O 1-(3-(pyridin-4-yl)prop-2-yn-1-yl)-4-(5-(trifluoromethyl)-1,2,4-oxadiazol-3-yl)pyridin-2(1H)-one